5,6-dimethyl-N2-(2,4,4-trimethylpentane-2-yl)pyridine-2,3,4-triamine CC=1C(=C(C(=NC1C)NC(C)(CC(C)(C)C)C)N)N